C1OC=2C=C(C=CC2O1)B(O)O 3,4-(methylenedioxy)phenyl-boronic acid